5-methyl-1H-pyrrolo[2,3-c]pyridine-3-carboxylic acid methyl ester COC(=O)C1=CNC2=CN=C(C=C21)C